2-(benzo[d]thiazol-2-yl)-6-(2-(benzo[d]thiazol-2-yl)-4-methoxyphenoxy)-3-(4-iodo-1H-pyrazol-1-yl)-4-methoxyphenol S1C(=NC2=C1C=CC=C2)C2=C(C(=CC(=C2N2N=CC(=C2)I)OC)OC2=C(C=C(C=C2)OC)C=2SC1=C(N2)C=CC=C1)O